F[C@@H]1CN(C[C@@H]1NC1=CC(=C(C=C1)C)C(N[C@H](C)C1=CC=C(C2=CC=CC=C12)C#CC1CCN(CC1)CC1(CCNCC1)F)=O)C(=O)OC(C)(C)C tert-butyl (3R,4S)-3-fluoro-4-((3-(((R)-1-(4-((1-((4-fluoropiperidin-4-yl)methyl)piperidin-4-yl)ethynyl)naphthalen-1-yl)ethyl)carbamoyl)-4-methylphenyl)amino)pyrrolidine-1-carboxylate